Cl.CCCCCCCCCC decane-hydrochloride